BrC1=CC2=C(SCC(N2)=O)C(=C1)F 6-bromo-8-fluoro-2H-benzo[b][1,4]thiazin-3(4H)-one